C1(=CC=CC=C1)C1(C2=NCN([C@H]3C[C@H](O)[C@@H](CO)O3)C2=NC=N1)N 6-phenyl-2'-deoxyadenosine